5-(3-(5-Chloro-6-(trifluoromethyl)isoindolin-2-yl)-3-oxopropyl)-5-(1-methyl-1H-pyrazol-3-yl)imidazolidine-2,4-dione ClC=1C=C2CN(CC2=CC1C(F)(F)F)C(CCC1(C(NC(N1)=O)=O)C1=NN(C=C1)C)=O